[Pd].[Pt].FC(C1=NC=CC(=C1)OC1=C(C=C(C=C1)CO)F)F (4-((2-(difluoromethyl)pyridin-4-yl)oxy)-3-fluorophenyl)methanol platinum-palladium salt